Cl.C(C1=CC=CC=C1)C1=CC=C2C(CN(C2=C1)C(CN1[C@H](CN[C@@H](C1)C)COC)=O)(C=1C=NC=CC1)C 1-[6-Benzyl-3-methyl-3-(pyridin-3-yl)-2,3-dihydro-1H-indol-1-yl]-2-[(2R,5R)-2-(methoxymethyl)-5-methylpiperazin-1-yl]ethan-1-one hydrochloride